C(#N)C=1C(=NC(=C(C1CC)C#N)N(C)C)SC(C(=O)N)C1=CC=CC=C1 2-{[3,5-dicyano-6-(dimethylamino)-4-ethylpyridin-2-yl]Sulfanyl}-2-phenylacetamide